CN(C)CC1=CC(=C(C=C1)C1=NC=2C=CNC(C2C(=C1)NC1=NC=C(C=C1)N1CCC(CC1)O)=O)F 2-[4-[(dimethyl-amino)methyl]-2-fluoro-phenyl]-4-[[5-(4-hydroxy-1-piperidyl)-2-pyridyl]amino]-6H-1,6-naphthyridin-5-one